NC1=NC=CC=C1C1=NC=2C(=NC(=CC2)C2=CC=CC=C2)N1C=1C=CC(=NC1)NCC1CCC(CC1)C(=O)O 4-(((5-(2-(2-aminopyridin-3-yl)-5-phenyl-3H-imidazo[4,5-b]pyridin-3-yl)pyridin-2-yl)amino)methyl)cyclohexane-1-carboxylic acid